tert-butyl 4-(1-methyl-7-methylsulfanyl-2-oxo-4H-pyrimido[4,5-d]pyrimidin-3-yl)-3,4-dihydro-2H-quinoline-1-carboxylate CN1C(N(CC=2C1=NC(=NC2)SC)C2CCN(C1=CC=CC=C21)C(=O)OC(C)(C)C)=O